IC1=CC=C(C=C1)C=1CCN(CC1)CCC(C(=O)O)(S(=O)(=O)C)C 4-(4-(4-iodophenyl)-3,6-dihydropyridin-1(2H)-yl)-2-methyl-2-(methylsulfonyl)butanoic acid